BrC=1C(N(C(=CC1OCC1=C(C=C(C=C1)F)F)C)C=1C=C(CNC(N(C)C)=O)C=CC1)=O N'-{3-[3-bromo-4-[(2,4-difluorobenzyl)oxy]-6-methyl-2-oxopyridin-1(2H)-yl]benzyl}-N,N-dimethylurea